(2-(3-(6-methylpyridine-2-yl)-1H-pyrazole-4-yl)-1,5-naphthyridine) CC1=CC=CC(=N1)C1=NNC=C1C1=NC2=CC=CN=C2C=C1